tert.-Butyl-8-{[2-(4-bromophenyl)imidazo[1,2-a]-pyridin-3-yl]methyl}-3,8-diazabicyclo[3.2.1]octan-3-carboxylat C(C)(C)(C)OC(=O)N1CC2CCC(C1)N2CC2=C(N=C1N2C=CC=C1)C1=CC=C(C=C1)Br